CC1(CC1)NC(O[C@H]1CO[C@H](C1)C1=CC(=NN1)NC=1C=2N(C=CN1)N=C(C2)C(F)F)=O (3R,5R)-5-(3-((2-(difluoromethyl)pyrazolo[1,5-a]pyrazin-4-yl)amino)-1H-pyrazol-5-yl)tetrahydrofuran-3-yl (1-methylcyclopropyl)carbamate